C[C@@]1([C@H]2C[C@H](C2(C)C)C[C@H]1O)O (1S,2S,3R,5S)-(+)-2,3-pinanediol